[Pd+2].ClC=1C(=C(C=CC1N(C)C)P(C(C)(C)C)C(C)(C)C)CC=CC chloro(crotyl)(di-tert-butyl-(4-dimethylaminophenyl)phosphine) palladium (II)